1,2,3,4-tetrahydro-naphthalen-1-ol C1(CCCC2=CC=CC=C12)O